C(C)OC(C[C@@H](C(C)C)NC(=O)OC(C)(C)C)=O.OC=1C=CC(=NC1)NC(C1=C(C=CC=C1)C(F)(F)F)=O N-(5-hydroxypyridin-2-yl)-2-(trifluoromethyl)benzamide (S)-ethyl-3-((tert-butoxycarbonyl)amino)-4-methylpentanoate